FC1=CC(=C(C=C1)C=1C2=C(C(=NC1C=1SC=3CN(CCC3N1)C(C=C)=O)C=1C=C3CCN(CC3=CC1)C(=O)OC(C)(C)C)C=CS2)OC tert-butyl 6-[7-(4-fluoro-2-methoxy-phenyl)-6-(5-prop-2-enoyl-6,7-dihydro-4H-thiazolo[5,4-c]pyridin-2-yl) thieno[3,2-c]pyridin-4-yl]-3,4-dihydro-1H-isoquinoline-2-carboxylate